C(=O)C1=C(C=C(C=C1)OB(O)O)O 4-formyl-3-hydroxyphenyl-boric acid